C(=O)OC1=C(C(=CC(=C1)OC)F)C1=C(N=C(N=N1)N[C@H]1CN(CCC1)CCO)C 3-fluoro-2-(3-(((R)-1-(2-hydroxyethyl)piperidin-3-yl)amino)-5-methyl-1,2,4-triazin-6-yl)-5-methoxyphenol formate